C(C=C)(=O)OC1(CCCC1)C(C)C 1-i-propylcyclopentyl acrylate